ClC1=NC(=NC=C1C(F)(F)F)NC1=C(C=C(C=C1)N1CCN(CC1)C(=O)OC(C)(C)C)C1CC1 tert-butyl 4-(4-((4-chloro-5-(trifluoromethyl)pyrimidin-2-yl)amino)-3-cyclopropylphenyl)piperazine-1-carboxylate